(2S,4R)-N1-(5-(2-(azetidin-1-yl)pyrimidin-4-yl)-4-methylthiazol-2-yl)-4-(cyclopropanesulfonylamino)pyrrolidine-1,2-dicarboxamide N1(CCC1)C1=NC=CC(=N1)C1=C(N=C(S1)NC(=O)N1[C@@H](C[C@H](C1)NS(=O)(=O)C1CC1)C(=O)N)C